ClCC(C(=O)Cl)(C(F)F)CC1CC1 2-(chloromethyl)-2-(cyclopropylmethyl)-3,3-difluoro-propionyl chloride